BrC1=C2CCCCC2=CC(=C1SC)Cl 5-bromo-7-chloro-6-(methylthio)-1,2,3,4-tetrahydronaphthalene